OC=1C(=NNC1C)CCC 4-hydroxy-5-methyl-3-n-propyl-pyrazol